C1=CC=CC=2C3(C=C4C5=CC=C(C5=CC=C4C12)CC(=O)[O-])C=1C2=C(C4=CC=C5C(=C4C=C2C=C3)CC=C5CC(=O)[O-])C=CC1 1H-spiro[benzo[fg]cyclopenta[a]anthracene-9,6'-cyclopenta[a]phenanthrene]-3,17'-diyldiacetate